4-hydroxy-m-anisic acid OC1=C(C=C(C(=O)O)C=C1)OC